C(N)(=O)C=1C=C(C=CC1Cl)[C@@H](CO)NC(OC(C)(C)C)=O tert-butyl (S)-(1-(3-carbamoyl-4-chlorophenyl)-2-hydroxyethyl)carbamate